2-{6-[(3S)-3-(cyclobutylamino)pyrrolidin-1-yl]pyridazin-3-yl}-4-fluoro-5-(4-methylimidazol-1-yl)phenol C1(CCC1)N[C@@H]1CN(CC1)C1=CC=C(N=N1)C1=C(C=C(C(=C1)F)N1C=NC(=C1)C)O